BrC=1C2=C(C=C3C=CC(=NC13)NC1CCN(CC1)C)C=C(O2)C(=O)N 9-bromo-7-((1-methylpiperidin-4-yl)amino)furo[3,2-g]quinoline-2-carboxamide